FC1=C2C3=C(NC2=C(C=C1F)NC)N=CC(=C3N(CCC)C)C=3C=C1C(C(=CN(C1=NC3)CC)C(=O)O)=O 6-[5,6-difluoro-8-(methylamino)-4-[methyl-(propyl)amino]-9H-pyrido[2,3-b]indol-3-yl]-1-ethyl-4-oxo-1,8-naphthyridine-3-carboxylic acid